C(CCC)C=1C=CC(=C(C1)O)C1CCCCC1 5-Butyl-2-cyclohexylphenol